4-((2s,5r)-2,5-diethyl-4-(4-(trifluoromethyl)benzyl)piperazin-1-yl)-1-methyl-2-oxo-1,2-dihydropyrido[3,2-d]pyrimidine-6-carbonitrile C(C)[C@@H]1N(C[C@H](N(C1)CC1=CC=C(C=C1)C(F)(F)F)CC)C=1C2=C(N(C(N1)=O)C)C=CC(=N2)C#N